[4-(5-chlorooxazolo[4,5-b]pyridin-2-yl)piperazin-1-yl]-[5-fluoro-6-[(1-methylcyclopropyl)methoxy]-3-pyridyl]methanone ClC1=CC=C2C(=N1)N=C(O2)N2CCN(CC2)C(=O)C=2C=NC(=C(C2)F)OCC2(CC2)C